5-((4-(((2S,4R)-2-methyl-1-propionyl-1,2,3,4-tetrahydroquinolin-4-yl)amino)phenyl)amino)-5-oxopentanamide C[C@@H]1N(C2=CC=CC=C2[C@@H](C1)NC1=CC=C(C=C1)NC(CCCC(=O)N)=O)C(CC)=O